tert-butyl 8-bromo-6-(4-methylpiperazine-1-carbonyl)-3,4-dihydroisoquinoline-2(1H)-carboxylate BrC=1C=C(C=C2CCN(CC12)C(=O)OC(C)(C)C)C(=O)N1CCN(CC1)C